C(C)(=O)N1CCC(CC1)NC=1SC(=C(N1)CC1=CC=CC=C1)C(=O)O 2-((1-acetylpiperidin-4-yl)amino)-4-benzylthiazole-5-carboxylic acid